1,5-Dimethyl-1H-pyrazole-3-carboxylic acid {2-[5-(3,4-dichlorophenyl)furan-2-yl]ethyl}amide ClC=1C=C(C=CC1Cl)C1=CC=C(O1)CCNC(=O)C1=NN(C(=C1)C)C